C1(=CC=CC=C1)[C@H]1CC[C@H](CC1)OCC=O 2-{[(cis)-4-phenylcyclohexyl]oxy}acetaldehyde